2-acrylamidoglutarimide C(C=C)(=O)NC1C(=O)NC(CC1)=O